C1(=CC=CC=C1)CC(=O)NC1=NN=C(S1)CCSCCC=1SC(=NN1)NC(CC1=CC=CC=C1)=O 2-[5-(phenylacetamido)-1,3,4-thiadiazol-2-yl]ethyl sulfide